2,3-dihydroxypropyl 3-(6,7-dihydroxy-1-methyl-4-oxo-1,4-dihydroquinolin-3-yl)-6,7-dihydroxy-4-oxo-4H-chromene-5-carboxylate OC=1C=C2C(C(=CN(C2=CC1O)C)C1=COC=2C=C(C(=C(C2C1=O)C(=O)OCC(CO)O)O)O)=O